(2-(methylsulfinyl)phenyl)boric acid CS(=O)C1=C(C=CC=C1)OB(O)O